N1N=NC2=NC(=CC=C21)C=2C=CC(=C(C(=O)NC1=CC(=C(C=C1)OCC1=NC=CC=C1)Cl)C2)F 5-(1H-[1,2,3]triazolo[4,5-b]pyridin-5-yl)-N-(3-chloro-4-(pyridin-2-ylmethoxy)phenyl)-2-fluorobenzamide